3,4-dihydroimidazo[5,1-d][1,2,3,5]tetrazine-8-carboxamide N1=NNCN2C1=C(N=C2)C(=O)N